OCC1=C(C=C(C2=C1CCO2)C2=CC=C(C=C2)OC(F)(F)F)NCC(C(=O)N)=C 2-[[[4-(Hydroxymethyl)-7-[4-(trifluoromethoxy)phenyl]-2,3-dihydrobenzofuran-5-yl]amino]methyl]prop-2-enamid